(1-aminocyclohexyl)carboxylic acid NC1(CCCCC1)C(=O)O